C1(CC1)C(=O)NC1=NC=C(C(=N1)NC1=CC=CC=2C=3C(CN(C12)C)=CN(N3)C)C(=O)NC([2H])([2H])[2H] (cyclopropanecarboxamido)-4-((2,5-dimethyl-4,5-dihydro-2H-pyrazolo[4,3-c]quinolin-6-yl)amino)-N-(methyl-d3)pyrimidine-5-carboxamide